CC(CC1=CC=CC=C1)(C)NC(=O)C=1C=NC=2CCCCC2C1 N-(2-methyl-1-phenylpropan-2-yl)-5,6,7,8-tetrahydroquinoline-3-carboxamide